OC=1C(OC(=CC1O)\C=C\C1=CC(=C(C(=C1)OC)O)OC)=O (E)-3,4-dihydroxy-6-(4-hydroxy-3,5-dimethoxy-styryl)-2H-pyran-2-one